tert-Butyl (7-hydroxy-1-methyl-2-oxo-2,3-dihydro-1H-benzo[d]imidazol-5-yl)carbamate OC1=CC(=CC2=C1N(C(N2)=O)C)NC(OC(C)(C)C)=O